2-(N-(1-(5-chlorobenzo[d]thiazol-2-yl)piperidin-4-yl)methanesulfonamido)-N-(2-oxo-2-(prop-2-yn-1-ylamino)ethyl)acetamide ClC=1C=CC2=C(N=C(S2)N2CCC(CC2)N(S(=O)(=O)C)CC(=O)NCC(NCC#C)=O)C1